[Pd+2].ClC1=C(C(=C(C=C1)C1=C(C=CC=C1OC)OC)P(C1CCCCC1)C1CCCCC1)CC=CC chloro(crotyl)(2-dicyclohexylphosphino-2',6'-Dimethoxybiphenyl) palladium (II)